4-({2-[4-{5-chloro-2-[5-(trifluoromethyl)-1,3,4-oxadiazol-2-yl]phenyl}-5-methoxy-2-oxopyridin-1(2H)-yl]butanoyl}amino)-2-fluorobenzamide ClC=1C=CC(=C(C1)C1=CC(N(C=C1OC)C(C(=O)NC1=CC(=C(C(=O)N)C=C1)F)CC)=O)C=1OC(=NN1)C(F)(F)F